4-{3-(cyanomethyl)-3-[4-(5-fluoro-1H-pyrrolo[2,3-b]pyridin-4-yl)-1H-pyrazol-1-yl]azetidin-1-yl}-N-[4-(trifluoromethyl)pyridin-3-yl]piperidine-1-carboxamide C(#N)CC1(CN(C1)C1CCN(CC1)C(=O)NC=1C=NC=CC1C(F)(F)F)N1N=CC(=C1)C1=C2C(=NC=C1F)NC=C2